ClC=1C2=CNN=C2C(=C(C1)C1=CC=C(C=C1)[C@@H]1[C@H](CNCC1)F)Cl |r| 4,7-dichloro-6-(4-(rac-(3R,4R)-3-fluoropiperidin-4-yl)phenyl)-2H-indazole